Cl.NCC1(C(C(CC(=C1)CN)(C(=O)O)CN)C(=O)O)C(=O)O 1,3,5-tris(aminomethyl)benzenetricarboxylic acid hydrochloride